CN(C(O)=O)[C@H](CN=[N+]=[N-])C.OC(COC1=CC=C(C=C1)C(C)(C)C1=CC=C(C=C1)OCC(COC(C(=C)C)=O)O)COC(C(=C)C)=O 2,2-bis[4-(2-hydroxy-3-methacryloyloxypropoxy)phenyl]propane (S)-Methyl-1-azidopropan-2-ylcarbamate